N(=[N+]=[N-])\C(\C(=O)OC)=C/C1=C(C=C(C=C1)Cl)Br (Z)-Methyl 2-azido-3-(2-bromo-4-chlorophenyl)acrylate